N-(3,3-difluorocyclobutyl)-5-(2-(((1-fluorocyclobutyl)methyl)amino)-7H-pyrrolo[2,3-d]pyrimidin-5-yl)pyrazolo[1,5-a]pyridine-3-carboxamide FC1(CC(C1)NC(=O)C=1C=NN2C1C=C(C=C2)C2=CNC=1N=C(N=CC12)NCC1(CCC1)F)F